4,5-Dichloro-2-n-octyl-4-isothiazolin-3-one ClC=1C(N(SC1Cl)CCCCCCCC)=O